CCCCCCCCCCCCCCCCCN(C)C N,N-dimethylheptadecylamine